FC(C(C(C(C(F)(F)F)C(F)(F)F)=O)(F)F)(F)F 1,1,1,2,2,5,5,5-octafluoro-4-(trifluoromethyl)-3-pentanone